3-(4-(2-(bicyclo[3.1.0]hexan-3-yl)-2-(1-methyl-1H-pyrazole-5-carboxamido)acetamido)phenyl)-4-chloro-2-methylpyridine 1-oxide C12CC(CC2C1)C(C(=O)NC1=CC=C(C=C1)C=1C(=[N+](C=CC1Cl)[O-])C)NC(=O)C1=CC=NN1C